NC1=C2C(=NC=N1)N(N=C2C)[C@@H](C)C=2C(=C(C(=C(C2)Cl)F)[C@@H]2CC(NC2)=O)OCC (S)-4-(3-((S)-1-(4-amino-3-methyl-1H-pyrazolo[3,4-d]pyrimidin-1-yl)ethyl)5-chloro-2-ethoxy-6-fluorophenyl)pyrrolidin-2-one